2-[2-fluoro-4-[3-(2-oxooxazolidin-3-yl)propoxy]phenoxy]-4-imidazol-1-yl-benzamide FC1=C(OC2=C(C(=O)N)C=CC(=C2)N2C=NC=C2)C=CC(=C1)OCCCN1C(OCC1)=O